C(\C=C\C(=O)O)(=O)O.C(C)N(C(C1=C(C=CC(=C1)F)OC1=C(N=CN=N1)N1CC2(CN(C2)[C@H](CCNCCOC)C(C)C)CC1)=O)C(C)C (R)-N-ethyl-5-fluoro-N-isopropyl-2-((5-(2-(1-((2-methoxyethyl)amino)-4-methylpentan-3-yl)-2,6-diazaspiro[3.4]octan-6-yl)-1,2,4-triazin-6-yl)oxy)benzamide fumarate